8'-Bromo-7'-fluoro-3'-methyl-1-(piperidin-4-yl)spiro[azetidine-3,1'-pyrrolo[2,3-c]quinolin]-2'(3'H)-one BrC1=CC=2C3=C(C=NC2C=C1F)N(C(C31CN(C1)C1CCNCC1)=O)C